allyl 5-(fluoro((((S)-1-oxo-1-(3,3,3-trifluoropropoxy)propan-2-yl)amino)(phenoxy)phosphoryl)methyl)benzo[b]thiophene-2-carboxylate FC(C1=CC2=C(SC(=C2)C(=O)OCC=C)C=C1)P(=O)(OC1=CC=CC=C1)N[C@H](C(OCCC(F)(F)F)=O)C